ClC=1C(C2=C(C=CC(=C2C(C1Cl)=O)O)O)=O 2,3-dichloro-5,8-dihydroxy-1,4-naphthoquinone